C(#N)C1CCN(CCC1)C(=O)[O-] 4-cyanoazepane-1-carboxylate